OC=1C=C(C#N)C=C(C1I)C 3-hydroxy-4-iodo-5-methyl-benzonitrile